2-{6-Cyclopropyl-4-[2-methyl-4-(4-methyl-1,2,4-triazol-3-yl)pyrazol-3-yl]pyridin-2-yl}-6-({[(1-hydroxycyclobutyl)methyl](methyl)amino}methyl)-4-(trifluoromethyl)-3H-isoindol-1-one C1(CC1)C1=CC(=CC(=N1)N1C(C2=CC(=CC(=C2C1)C(F)(F)F)CN(C)CC1(CCC1)O)=O)C=1N(N=CC1C1=NN=CN1C)C